FC1=CC=C(C=C1)C(C1CNCCC1)(O)C1=CC=C(C=C1)F 3-(bis(4-fluorophenyl)(hydroxy)methyl)piperidine